O[C@@H]1[C@H](OC2=CC(=CC(=C2C1=O)O)O)C1=CC=C(C=C1)O (2R,3R)-3,5,7,4'-tetrahydroxyflavanone